ethyl (1S,3S,5S)-5-methyl-2-azabicyclo[3.1.0]hexane-3-carboxylate hydrochloride Cl.C[C@@]12C[C@H](N[C@H]2C1)C(=O)OCC